N,N'-bis[(S)-1-(isopropoxylcarbonyl)ethyl]phosphorodiamidate O(C(C)C)C(=O)[C@H](C)NP([O-])(=O)N[C@@H](C)C(=O)OC(C)C